ClC=1C=C(C=CC1C=1CCNCC1)NC(C1=CC(=C(C=C1)C=1CCNCC1)F)=O N-(3-chloro-4-(1,2,3,6-tetrahydropyridin-4-yl)phenyl)-3-fluoro-4-(1,2,3,6-tetrahydropyridin-4-yl)benzamide